tert-butyl 3-[(5-methoxy-2-methyl-pyrimidin-4-yl)amino]-6-[(1S,2R)-1'-methyl-2'-oxo-spiro[cyclopropane-2,3'-indoline]-1-yl]indazole-1-carboxylate COC=1C(=NC(=NC1)C)NC1=NN(C2=CC(=CC=C12)[C@@H]1C[C@@]12C(N(C1=CC=CC=C21)C)=O)C(=O)OC(C)(C)C